4-(2-(4-cyano-2-(methoxy-d3)phenyl)-4-fluoro-2H-chromen-8-yl)piperidine C(#N)C1=CC(=C(C=C1)C1OC2=C(C=CC=C2C(=C1)F)C1CCNCC1)OC([2H])([2H])[2H]